(2S,5R)-N'-benzoyl-7-oxo-6-(sulfooxy)-1,6-diazabicyclo[3.2.1]octane-2-carbohydrazide C(C1=CC=CC=C1)(=O)NNC(=O)[C@H]1N2C(N([C@H](CC1)C2)OS(=O)(=O)O)=O